5-Cyclopentyl-2-((6-fluoro-2-methylpyridin-3-yl)oxy)-4-methylnicotinic acid C1(CCCC1)C=1C=NC(=C(C(=O)O)C1C)OC=1C(=NC(=CC1)F)C